3-(5-fluoro-2-oxobenzo[cd]indol-1(2H)-yl)piperidine-2,6-dione FC=1C=CC=2C(N(C3=CC=CC1C23)C2C(NC(CC2)=O)=O)=O